4,5-dimethoxynicotinaldehyde COC1=C(C=NC=C1C=O)OC